N-(tert-butyl)-N-(methyl-d)benzamide 2-fluoro-6-formyl-4-(3-(4-(pyrrolidin-1-yl)phenyl)-1,2,4-thiadiazol-5-yl)phenyl-dihydrogenphosphate FC1=C(C(=CC(=C1)C1=NC(=NS1)C1=CC=C(C=C1)N1CCCC1)C=O)OP(=O)(O)O.C(C)(C)(C)N(C(C1=CC=CC=C1)=O)C[2H]